N-(cyclobutylmethyl)-1-[6-[[1-(4-isoquinolinyl)triazol-4-yl]methyl]-1H-indol-2-yl]methylamine C1(CCC1)CNCC=1NC2=CC(=CC=C2C1)CC=1N=NN(C1)C1=CN=CC2=CC=CC=C12